3-chloro-2-hydroxy-propylsodium sulfate S(=O)(=O)(O)O.ClCC(C[Na])O